O[C@H](CC(=O)N)[C@H]([C@H](CCO)O[C@H]1O[C@@H]([C@@H]([C@@H]([C@H]1O)O)O)CO)O (2R,3R,4R,5S,6R)-3,4-dihydroxy-6-(hydroxymethyl)-5-(((2S,3R,4S,5R,6R)-3,4,5-trihydroxy-6-(hydroxymethyl)tetrahydro-2H-pyran-2-yl)oxy)hexanamide